tert-butyl (2-(5-phenylisoxazole-3-carboxamido)ethyl)carbamate C1(=CC=CC=C1)C1=CC(=NO1)C(=O)NCCNC(OC(C)(C)C)=O